C(#N)C1=CC=C(C2=CC=CC=C12)N1CC2(CC2(C1)C(F)(F)F)C(=O)NC1CC2CCC(C1)N2C 3-(4-cyanonaphthalen-1-yl)-N-(8-methyl-8-azabicyclo[3.2.1]oct-3-yl)-5-(trifluoromethyl)-3-azabicyclo[3.1.0]hexane-1-carboxamide